C1CCC2=C(C=CC=C12)NC(/C=N/O)=O (E)-N-(2,3-dihydro-1H-inden-4-yl)-2-(hydroxyimino)acetamide